(3-((Benzyloxy)methyl)cyclobutyl)methanesulfonyl chloride C(C1=CC=CC=C1)OCC1CC(C1)CS(=O)(=O)Cl